CCC(CCCC)C(=O)OC(C)(C)C Tert-butyl heptane-3-carboxylate